O[C@@H](CC(=O)O)C (R)-beta-hydroxybutyric acid